dimethyl(3-methacryloylaminopropyl)(3-sulfonatopropyl)aminium C[N+](CCCS(=O)(=O)[O-])(CCCNC(C(=C)C)=O)C